5-bromo-2-(2-chlorophenoxy)pyridine BrC=1C=CC(=NC1)OC1=C(C=CC=C1)Cl